4-(4-cyano-2,3-dihydrobenzofuran-7-yl)-5-cyclopropyloxy-2,8-dimethyl-1,4-dihydro-1,6-naphthyridine-3-carboxamide C(#N)C1=CC=C(C2=C1CCO2)C2C(=C(NC1=C(C=NC(=C21)OC2CC2)C)C)C(=O)N